3-(2-nitro-4-trifluoromethyl-benzyl)-5-phenyl-1-oxa-5-azaspiro[5.5]undec-7,10-diene-4,9-dione [N+](=O)([O-])C1=C(CC2COC3(N(C2=O)C2=CC=CC=C2)C=CC(C=C3)=O)C=CC(=C1)C(F)(F)F